5-FLUORO-N-(4-(4-(2-HYDROXY-N,2-DIMETHYLPROPANAMIDO)BICYCLO[2.2.2]OCTAN-1-YL)PHENYL)ISOINDOLINE-2-CARBOXAMIDE FC=1C=C2CN(CC2=CC1)C(=O)NC1=CC=C(C=C1)C12CCC(CC1)(CC2)N(C(C(C)(C)O)=O)C